2-chloro-4-(phenanthren-9-yl)benzofuro[2,3-d]Pyrimidine ClC=1N=C(C2=C(N1)OC1=C2C=CC=C1)C=1C2=CC=CC=C2C=2C=CC=CC2C1